(S)-1-Ethyl-N'-((1',5',6',7'-tetrahydro-2'H-spiro[cyclopropane-1,3'-dicyclopenta[b,e]pyridin]-8'-yl)carbamoyl)-1H-pyrazole-3-sulfonimidamide C(C)N1N=C(C=C1)[S@](=O)(N)=NC(NC1=C2C(=NC3=C1CCC3)C3(CC2)CC3)=O